(tert-Butoxycarbonyl)-N-(2-chloro-3-methoxypyridin-4-yl)carbamic acid tert-butyl ester C(C)(C)(C)OC(N(C1=C(C(=NC=C1)Cl)OC)C(=O)OC(C)(C)C)=O